O1N=C(C=C1)C(C)NC(=O)[C@H]1CN(CC[C@@H]1NC(=O)C1=NOC(=C1)C1=C(C=C(C=C1)F)F)C1CCCC1 (3S,4S)-1-cyclopentyl-4-{[5-(2,4-difluoro-phenyl)-isoxazole-3-carbonyl]-amino}-piperidine-3-carboxylic acid ((l)-1-isoxazol-3-yl-ethyl)-amide